4-(3-methylindole-5-yloxy)butanoic acid CC1=CNC2=CC=C(C=C12)OCCCC(=O)O